FC=1C=C(C=C(C1O)F)C=C1C(N(C(=N1)C)CC(F)(F)F)=O 5-[(3,5-Difluoro-4-hydroxyphenyl)methylene]-3,5-dihydro-2-methyl-3-(2,2,2-trifluoroethyl)-4H-imidazol-4-one